3,6-bis(dimethylamino)-1,8-dimethoxy-9,10-diphenylacridine bromide salt [Br-].CN(C=1C=C(C=2C(C3=C(C=C(C=C3N(C2C1)C1=CC=CC=C1)N(C)C)OC)C1=CC=CC=C1)OC)C